C(C)[N+]1=CC(C2=CC(=CC=C12)S(=O)(=O)O)(C)C 1-ethyl-3,3-dimethyl-5-sulfo-3H-indol-1-ium